OC1(COC1)COC1=NC(=CC(=C1)C=1C=C(C=CC1C)NC(=O)N1C[C@@H](CC1)CC(F)(F)F)N1CCOCC1 (3S)-N-(3-[2-[(3-hydroxyoxetan-3-yl)methoxy]-6-(morpholin-4-yl)pyridin-4-yl]-4-methylphenyl)-3-(2,2,2-trifluoroethyl)pyrrolidine-1-carboxamide